(1S,2S,5R)-3-azabicyclo-[3.1.0]hexane-2-carboxylic acid [C@H]12[C@H](NC[C@@H]2C1)C(=O)O